N-[(5-bromo-3-chloropyridin-2-yl)methyl]-2,4-dichloropyridine-3-carboxamide BrC=1C=C(C(=NC1)CNC(=O)C=1C(=NC=CC1Cl)Cl)Cl